Cl.C1CNCCC12CCC(CC2)N 3-azaspiro[5.5]undecane-9-amine hydrochloride